7-{4-[4-(2,3-dichlorophenyl)piperazin-1-yl]butoxy}-3,4-dihydroquinoline-2(1H)-one ClC1=C(C=CC=C1Cl)N1CCN(CC1)CCCCOC1=CC=C2CCC(NC2=C1)=O